4-bromo-3-chloro-5-methyl-1H-indole BrC1=C2C(=CNC2=CC=C1C)Cl